di(methyltricyclo[5.2.1.02,6]decane) succinate C(CCC(=O)O)(=O)O.CC12C3CCCC3C(CC1)C2.CC21C3CCCC3C(CC2)C1